(2-(trifluoromethyl)cyclopropyl)pyridinecarboxamide FC(C1C(C1)C=1C(=NC=CC1)C(=O)N)(F)F